ClC=1C=C(C=CC1)N1C(N(C(C1)C#N)C1=CN=CC2=CC=C(C=C12)C(=O)N)=O 4-(3-(3-chlorophenyl)-5-cyano-2-oxoimidazolidin-1-yl)isoquinoline-6-carboxamide